FC(C(CO)(O)C)(C1=C(C(=CC=C1)C(C)NC1=NC(=NC2=C3C(=C(C=C12)N1CCOCC1)CCC3)C)F)F 3,3-difluoro-3-(2-fluoro-3-(1-((2-methyl-6-morpholino-8,9-dihydro-7H-cyclopenta[h]quinazolin-4-yl)amino)ethyl)phenyl)-2-methylpropane-1,2-diol